C(C)(=O)N[C@@H]1[C@H]([C@H]([C@H](N(C1)C(CCCCC(=O)OCC1=CC=CC=C1)=O)CC=C)O)O benzyl 6-[(2R,3S,4R,5S)-5-acetamido-2-allyl-3,4-dihydroxy-1-piperidinyl]-6-oxo-hexanoate